N1NNNNNCCCCCCCC(CCCCCCCCCCCC1)C(=O)O hexaazacyclohexacosane-14-carboxylic acid